ClC=1C(=CC2=C(C=C([C@H](O2)C(F)(F)F)C(=O)O)C1)C(C)(C)C (S)-6-chloro-7-(1,1-dimethylethyl)-2-trifluoromethyl-2H-1-benzopyran-3-carboxylic acid